1-chloro-3-(5-(difluoromethyl)-1,3,4-thiadiazol-2-yl)-8-(3-methoxypropoxy)imidazo[1,5-a]pyridine-6-sulfonyl chloride ClC=1N=C(N2C1C(=CC(=C2)S(=O)(=O)Cl)OCCCOC)C=2SC(=NN2)C(F)F